3'-(9-methyl-9H-fluoren-9-yl)-[1,1'-biphenyl]-4-amine CC1(C2=CC=CC=C2C=2C=CC=CC12)C=1C=C(C=CC1)C1=CC=C(C=C1)N